COC1CCC(CC1)NC/C=C/C(=O)NC1=CC=C(C(=O)N)C=C1 4-((E)-4-(((1r,4r)-4-methoxycyclohexyl)amino)but-2-enoylamino)benzamide